neopentylene glycol C(C(CO)(C)C)O